FC1=C(C=CC=C1)N1N=NC(=C1)C1=CC=C(\C=C\2/C(NC3=CC=CC=C23)=O)C=C1 (Z)-3-(4-(1-(2-fluorophenyl)-1H-1,2,3-triazol-4-yl)benzylidene)indolin-2-one